FC1=CC(=CC2=CN(N=C12)C)C=1C=C(C(=NC1)C=1N=NC(=CC1)N1CC(NC(C1)(C)C)(C)C)O 5-(7-fluoro-2-methyl-indazol-5-yl)-2-[6-(3,3,5,5-tetramethylpiperazin-1-yl)pyridazin-3-yl]pyridin-3-ol